2-chloro-6,7-dimethyl-4-(3-(trifluoromethyl)azetidin-1-yl)pteridine Methyl-4-((4-(chloromethyl)phenyl)amino)-6-(2,6-difluorophenyl)pyridazine-3-carboxylate COC(=O)C=1N=NC(=CC1NC1=CC=C(C=C1)CCl)C1=C(C=CC=C1F)F.ClC1=NC2=NC(=C(N=C2C(=N1)N1CC(C1)C(F)(F)F)C)C